2-(2-fluoro-4-methylphenyl)-N-[4-(5-fluoropyridin-3-yl)-3-sulfamoylphenyl]acetamide 2-(4-methyl-1-cyclohex-3-enyl)propan-2-yl-acetate CC1=CCC(CC1)C(C)(C)CC(=O)O.FC1=C(C=CC(=C1)C)CC(=O)NC1=CC(=C(C=C1)C=1C=NC=C(C1)F)S(N)(=O)=O